(3aR,4S,6R,6aS)-6-[2-chloro-5-(thiophen-2-yl)pyrrolo[2,3-d]pyrimidin-7-yl]-2,2-dimethyl-tetrahydro-3aH-cyclopenta[d][1,3]dioxole-4-carbaldehyde ClC=1N=CC2=C(N1)N(C=C2C=2SC=CC2)[C@@H]2C[C@@H]([C@@H]1[C@H]2OC(O1)(C)C)C=O